C(C1=CC=CC=C1)OC1=NC(=CC=C1C1=CC(=C(C=C1)N1C[C@@H](N(CC1)C(=O)OC(C)(C)C)C)F)OCC1=CC=CC=C1 tert-butyl (2S)-4-[4-(2,6-dibenzyloxy-3-pyridyl)-2-fluoro-phenyl]-2-methyl-piperazine-1-carboxylate